[Si](C)(C)(C(C)(C)C)NS(=O)(=O)C1=CC=C(C=C1)S(=O)(=O)N1C[C@@H](CCC1)C(=O)OCC Ethyl (R)-1-((4-(N-(tert-butyldimethylsilyl)sulfamoyl)phenyl)sulfonyl)piperidine-3-carboxylate